2-chloro-N-(furan-2-ylmethyl)quinazolin-4-amine ClC1=NC2=CC=CC=C2C(=N1)NCC=1OC=CC1